2,4,6-Trimethylpyrimidine CC1=NC(=CC(=N1)C)C